N-(2-Fluoro-4-(2-(1-methyl-1H-pyrazol-4-yl)-3H-imidazo[4,5-b]pyridin-7-yl)benzyl)-5-(trifluoromethyl)isoxazol-3-amine FC1=C(CNC2=NOC(=C2)C(F)(F)F)C=CC(=C1)C1=C2C(=NC=C1)NC(=N2)C=2C=NN(C2)C